(1,3-bis(2,6-diisopropylphenyl)imidazolylidene)(3-chloropyridyl)palladium (II) C(C)(C)C1=C(C(=CC=C1)C(C)C)N1C(N(C=C1)C1=C(C=CC=C1C(C)C)C(C)C)=[Pd-]C1=NC=CC=C1Cl